4-[(3-FORMYLPIPERIDIN-1-YL)METHYL]BENZAMIDE C(=O)C1CN(CCC1)CC1=CC=C(C(=O)N)C=C1